FC(C(=O)O)(F)F.FC(C(=O)O)(F)F.CN1C(CN(CC1)C)C(=O)NC1=CC(=C(C=C1)C)C(N[C@H](C)C1=CC=CC2=CC=CC=C12)=O 1,4-dimethyl-N-(4-methyl-3-(((R)-1-(naphthalen-1-yl)ethyl)carbamoyl)phenyl)piperazine-2-carboxamide bis(2,2,2-trifluoroacetate)